(1H-imidazol-4-yl)-acetaldehyde N1C=NC(=C1)CC=O